Diphenylvinylsilane C1(=CC=CC=C1)C(=C[SiH3])C1=CC=CC=C1